O[C@H](CC(O)C1=CC=CC=C1)CNS(=O)(=O)C1=CC=C(C=C1)NC(C)C (2S,3R)-3-hydroxy-4-((N-isopropyl-4-aminophenyl)sulfonamido)-1-phenylbutanol